[2H]C([C@H](CC1=CC=CC=C1)N)([2H])[2H] (2R)-1,1,1-trideuterio-3-phenylpropan-2-amine